ClC1=CC=C2C(=N1)N(C=C2)C2=NSC(=C2Cl)C2CC2 6-chloro-N-(4-chloro-5-cyclopropyl-isothiazol-3-yl)-1H-pyrrolo[2,3-b]pyridine